N-Phenyl-triazolinone C1(=CC=CC=C1)N1N=NC(C1)=O